CC1=C(C=C(C(=C1O)C=O)CC(=O)C)O The molecule is a dihydroxybenzaldehyde that is 2,4-dihydroxybenzaldehyde in which the hydrogens at positions 3 and 6 have been replaced by a methyl and 2-oxopropyl groups, respectively. It has a role as an Aspergillus metabolite and an antibacterial agent. It is a dihydroxybenzaldehyde, a polyketide and a methyl ketone.